7-Bromo-5-(2-methylpyridin-3-yl)-8-(trifluoromethyl)imidazo[1,2-a]Quinoxaline-4(5H)-on BrC=1C=C2N(C(C=3N(C2=CC1C(F)(F)F)C=CN3)=O)C=3C(=NC=CC3)C